BrC=1C(=CC(=NC1)N1CCC(CC1)OC1=NC=CC=C1)Cl 5-Bromo-4-chloro-2-(4-(pyridin-2-oxy)piperidin-1-yl)pyridine